CC1=C(C(=C(C(=C1F)F)Cl)N)F 4-chloro-3-aminotrifluorotoluene